(2r,3r)-4-azido-2-(((benzyloxy)carbonyl)amino)-3-hydroxybutyric acid methyl ester COC([C@@H]([C@@H](CN=[N+]=[N-])O)NC(=O)OCC1=CC=CC=C1)=O